The molecule is a cardenolide glycoside consisting of digitoxigenin having an alpha-L-rhamnosyl moiety attached at the O(3)-position. It derives from a digitoxigenin. C[C@H]1[C@@H]([C@H]([C@H]([C@@H](O1)O[C@H]2CC[C@]3([C@@H](C2)CC[C@@H]4[C@@H]3CC[C@]5([C@@]4(CC[C@@H]5C6=CC(=O)OC6)O)C)C)O)O)O